C(C1=CC=CC=C1)(=O)C1=C(N=C(S1)N)N benzoyl-2,4-diaminothiazole